[3-(tripropoxysilyl) propyl] sulfide C(CC)O[Si](CCCSCCC[Si](OCCC)(OCCC)OCCC)(OCCC)OCCC